3,3-dimethylcyclopropane CC1(CC1)C